(R)-6-((4-Hydroxy-1-(4,4,4-trifluoro-3-phenylbutanoyl)piperidin-4-yl)methyl)-2-methyl-3-(1-methyl-1,2,3,6-tetrahydropyridin-4-yl)-2H-pyrazolo[4,3-d]pyrimidin-7(6H)-one OC1(CCN(CC1)C(C[C@@H](C(F)(F)F)C1=CC=CC=C1)=O)CN1C=NC=2C(C1=O)=NN(C2C=2CCN(CC2)C)C